chloro-1'-[trans-4-(morpholin-4-yl)cyclohexyl]-4'H,6'H-spiro[1,3-dioxolan-2,5'-[1,2,4]triazolo[4,3-a][1]benzazepine] hydrochloride Cl.ClC1C=2N(C3=C(CC14OCCO4)C=CC=C3)C(=NN2)[C@@H]2CC[C@H](CC2)N2CCOCC2